Platinum(IV) oxide [Pt](=O)=O